NC1=C(C(=C(C=C1)C(C)=O)OCC1=CC=CC=C1)[N+](=O)[O-] 1-(4-amino-2-benzyloxy-3-nitro-phenyl)ethanone